CC=1C(=CSC1C1=C2C=CNC(C2=CC=C1)=O)C(=O)NC1=CC(=NC=C1)C(F)(F)F 4-methyl-5-(1-oxo-1,2-dihydroisoquinolin-5-yl)-N-(2-(trifluoromethyl)pyridin-4-yl)thiophene-3-carboxamide